FC1=C(C(=NC=C1)OC)C1CN(C1)C(=O)[C@@H]1CC[C@H]2N1C([C@H](CCC2)NC(=O)C2=CC1=C(S2)C=CC(=C1)CP(O)(O)=O)=O ((2-(((3S,6S,9aS)-3-(3-(4-fluoro-2-methoxypyridin-3-yl)azetidine-1-carbonyl)-5-oxooctahydro-1H-pyrrolo[1,2-a]azepin-6-yl)carbamoyl)benzo[b]thiophen-5-yl)methyl)phosphonic acid